C[Zr](C1C=CC2=CC=CC=C12)(C1C=CC2=CC=CC=C12)C dimethyl-bis(indenyl)zirconium